N[C@@H]1[C@@H](OCC12CCN(CC2)C2=NC(=C(C(=N2)C(=O)N)C2=C(C(=CC=C2)Cl)Cl)C)C 2-((3S,4S)-4-amino-3-methyl-2-oxa-8-azaspiro[4.5]dec-8-yl)-5-(2,3-dichlorophenyl)-6-methylpyrimidine-4-carboxamide